COC1=C(C=CC=C1)C1=CC(=NC=C1C(=O)NC=1SC2=C(N1)CN(C2)C(=O)C=2C(N(C=CC2)C)=O)C 4-(2-methoxyphenyl)-6-methyl-N-(5-(1-methyl-2-oxo-1,2-dihydropyridine-3-carbonyl)-5,6-dihydro-4H-pyrrolo[3,4-d]thiazol-2-yl)nicotinamide